C1(=CC=CC=C1)NC1=C(C2C(S1)C=CC=C2)C2=CC=CC=C2 N,3-diphenyl-3a,7a-dihydrobenzo[b]thiophen-2-amine